C(C1=CC=CC=C1)OC1=NC(=CC=C1N1C(N(C2=C1C=CC(=C2)N2CCC(CC2)(O)CC(=O)O)C)=O)OCC2=CC=CC=C2 2-(1-(1-(2,6-bis(benzyloxy)pyridin-3-yl)-3-methyl-2-oxo-2,3-dihydro-1H-benzo[d]imidazol-5-yl)-4-hydroxypiperidin-4-yl)acetic acid